ClC1=C2C(N(C=NC2=CC(=C1)C=1C=C(C=2N(C1)C=C(N2)C)F)C2CCN(CC2)C(=O)OC(C)(C)C)=O tert-butyl 4-[5-chloro-7-(8-fluoro-2-methyl-imidazo[1,2-a]pyridin-6-yl)-4-oxo-quinazolin-3-yl]piperidine-1-carboxylate